C(C)(C)(C)OC(=O)N1C[C@@H]2N(CC1)[C@@H](CNC2)C (6R,9aR)-6-methyl-octahydro-2H-pyrazino[1,2-a]pyrazine-2-carboxylic acid tert-butyl ester